3-(8-amino-2-(2-fluoro-6-vinylbenzyl)-5-(pyrimidin-4-yl)-[1,2,4]triazolo[1,5-a]pyrazin-6-yl)benzonitrile NC=1C=2N(C(=C(N1)C=1C=C(C#N)C=CC1)C1=NC=NC=C1)N=C(N2)CC2=C(C=CC=C2C=C)F